CON([C@@H](C)C(=O)O)C(CCC(=O)O)=O Methoxysuccinyl-alanine